OC1(COC1)C1=CC=C(C=C1)C(=O)N1CCN(CC1)C1=NC=C(C=C1)C(F)(F)F (4-(3-hydroxyoxetan-3-yl)phenyl)(4-(5-(trifluoromethyl)pyridin-2-yl)piperazin-1-yl)methanone